5-{1-fluoro-3-hydroxy-7-[2-oxo-2-(pyrrolidin-1-yl)ethoxy]naphthalen-2-yl}-1λ6,2,5-thiadiazolidine-1,1,3-trione FC1=C(C(=CC2=CC=C(C=C12)OCC(N1CCCC1)=O)O)N1CC(NS1(=O)=O)=O